2-(diethoxymethyl)-4-(trifluoromethoxy)-1H-benzimidazole C(C)OC(C1=NC2=C(N1)C=CC=C2OC(F)(F)F)OCC